(S)-2-((2S,3R)-3-amino-2-hydroxy-4-phenylbutanamido)-2-(2,2-difluorobenzo[d][1,3]dioxol-4-yl)acetic acid hydrochloride Cl.N[C@@H]([C@@H](C(=O)N[C@H](C(=O)O)C1=CC=CC=2OC(OC21)(F)F)O)CC2=CC=CC=C2